C(#C)C1(CC1)NC(C1=C(C(=CC(=C1)[N+](=O)[O-])F)F)=O N-(1-ethynyl-cyclopropyl)-2,3-difluoro-5-nitrobenzamide